(1S,2S)-N-(7-chloro-6-(1-((3S,4S)-4-fluoro-3-methyltetrahydrofuran-3-yl)piperidin-4-yl)isoquinolin-3-yl)-2-(1-methyl-1H-pyrazol-3-yl)cyclopropane-1-carboxamide ClC1=C(C=C2C=C(N=CC2=C1)NC(=O)[C@@H]1[C@H](C1)C1=NN(C=C1)C)C1CCN(CC1)[C@]1(COC[C@H]1F)C